ClC1=CC(=C(COC2=CC=CC(=N2)C2CCN(CC2)CC=2N(C3=C(N2)SC(=C3)C(=O)OCC)CC=3N(C=CN3)CC)C=C1)F Ethyl 2-((4-(6-((4-chloro-2-fluorobenzyl) oxy) pyridin-2-yl) piperidin-1-yl) methyl)-1-((1-ethyl-1H-imidazol-2-yl) methyl)-1H-thieno[2,3-d]imidazole-5-carboxylate